(2R,3S)-2-(4-(cyclopentylamino)phenyl)-N-(4-methyl-3-(trifluoro-methyl)phenyl)-1-(pyridin-3-ylsulfonyl)piperidine-3-carboxamide C1(CCCC1)NC1=CC=C(C=C1)[C@@H]1N(CCC[C@@H]1C(=O)NC1=CC(=C(C=C1)C)C(F)(F)F)S(=O)(=O)C=1C=NC=CC1